C(#N)C1=C(C=C(C=C1)CC(C)C)N1CCN(CCC1)C(=O)OC(C)(C)C tert-butyl 4-(2-cyano-5-isobutyl-phenyl)-1,4-diazacycloheptane-1-carboxylate